1-(7-fluoro-2,3-dihydro-4H-benzo[b][1,4]oxazin-4-yl)-2-((6-methyl-4-(trifluoromethyl)pyridin-2-yl)amino)ethan-1-one FC=1C=CC2=C(OCCN2C(CNC2=NC(=CC(=C2)C(F)(F)F)C)=O)C1